NC1=NC=2C=NC(=CC2C2=C1C=NN2C)C(=O)N(CC2=CC=C(C=C2)C#C)C2CC2 4-amino-N-cyclopropyl-N-(4-ethynylbenzyl)-1-methyl-1H-pyrazolo[4,3-c][1,7]naphthyridine-8-carboxamide